(2-Acetamido-5-ethoxypyridin-4-yl)(6-chloro-2-(1,1-difluoroethyl)pyrimidin-4-yl)carbamic acid tert-butyl ester C(C)(C)(C)OC(N(C1=NC(=NC(=C1)Cl)C(C)(F)F)C1=CC(=NC=C1OCC)NC(C)=O)=O